(S)-5-(((7-((4'-fluoro-2-methyl-[1,1'-biphenyl]-3-yl)methoxy)-4-((2-(hydroxymethyl)piperidin-1-yl)methyl)-2,3-dihydro-1H-inden-5-yl)oxy)methyl)nicotinonitrile FC1=CC=C(C=C1)C1=C(C(=CC=C1)COC=1C=C(C(=C2CCCC12)CN1[C@@H](CCCC1)CO)OCC=1C=NC=C(C#N)C1)C